ClC=1C=C(C=C(C1)C)C1CCN(CC1)C(CN1N=C(C2=C1CCC2)C(=O)N2C[C@H](O[C@H](C2)C)C)=O 1-[4-(3-Chloro-5-methylphenyl)piperidin-1-yl]-2-{3-[(2R,6S)-2,6-dimethylmorpholin-4-carbonyl]-5,6-dihydrocyclopenta[c]pyrazol-1(4H)-yl}ethan-1-on